C(C)(C)(C)C=1C=C(NN1)NC(=O)NC1=CC=C(C=C1)N1C=NC2=C1C=CC(=C2)OCC(C)C 1-(5-tert-butyl-2H-pyrazol-3-yl)-3-[4-(5-isobutoxy-benzimidazol-1-yl)-phenyl]-urea